6-(6'-amino-2'-fluoro-5-(piperazin-1-yl)-[2,3'-bipyridin]-5'-yl)-7-fluoro-3,4-dihydroisoquinolin-1(2H)-one NC1=C(C=C(C(=N1)F)C1=NC=C(C=C1)N1CCNCC1)C=1C=C2CCNC(C2=CC1F)=O